1-(4-{[2-(4-fluorophenyl)-5-hydroxy-3-methyl-1H-indol-1-yl]methyl}phenyl)-1,4,7,10-tetraoxadodecan-12-oic acid FC1=CC=C(C=C1)C=1N(C2=CC=C(C=C2C1C)O)CC1=CC=C(C=C1)OCCOCCOCCOCC(=O)O